hexadecylamine HBr Br.C(CCCCCCCCCCCCCCC)N